C(#C)C=1N=C(C(=NC1C1=CC=CC=2N(C=NC21)C)C(=O)N)NC2=CC=C(C=C2)N2CCOCC2 5-Ethynyl-6-(1-methylbenzimidazol-4-yl)-3-(4-morpholinoanilino)pyrazin-2-carboxamid